(S)-2-(3-(2-fluorophenyl)ureido)-4-methyl-N-((S)-3-oxo-1-((S)-2-oxopyrrolidin-3-yl)-4-(2,3,5,6-tetrafluorophenoxy)butan-2-yl)pentanamide FC1=C(C=CC=C1)NC(N[C@H](C(=O)N[C@@H](C[C@H]1C(NCC1)=O)C(COC1=C(C(=CC(=C1F)F)F)F)=O)CC(C)C)=O